CN(CC(CC(C(C)C)N1CC2(C1)CN(CC2)C=2N=CN=NC2OC2=C(C(=O)N(C(C)C)C(C)C)C=C(C=C2)F)O)C 2-((5-(2-(6-(dimethylamino)-5-hydroxy-2-methylhexan-3-yl)-2,6-diazaspiro[3.4]octan-6-yl)-1,2,4-triazin-6-yl)oxy)-5-fluoro-N,N-diisopropylbenzamide